(R)-5-((3-Fluoropyrrolidin-1-yl)methyl)-N-(3-(2-methyl-1-(4-methyl-4H-1,2,4-triazol-3-yl)propan-2-yl)phenyl)-2-oxo-1-(2,2,2-trifluoroethyl)-1,2-dihydropyridine-3-carboxamide F[C@H]1CN(CC1)CC=1C=C(C(N(C1)CC(F)(F)F)=O)C(=O)NC1=CC(=CC=C1)C(CC1=NN=CN1C)(C)C